COC(=CC[SiH2]C1=C2C(CC2)=CC=C1)OC 4-(dimethoxyvinylmethylsilyl)benzocyclobutene